3-thio dipropionate C(CC)(=O)OSOC(CC)=O